5-(3-(1,1-dioxido-4-oxo-1,2,5-thiadiazolidin-2-yl)-2-fluoro-4-hydroxyphenyl)-3,6-dihydropyridine-1(2H)-carboximidamide O=S1(N(CC(N1)=O)C=1C(=C(C=CC1O)C1=CCCN(C1)C(N)=N)F)=O